2-(3-chlorophenyl)-1,3,4-oxadiazole ClC=1C=C(C=CC1)C=1OC=NN1